CN1C(C=C(C=C1C)OS(=O)(=O)C1=CC=C(C=C1)C)=O 4-methylbenzenesulfonic acid 1,6-dimethyl-2-oxo-1,2-dihydropyridin-4-yl ester